FC1=CC(=C(C=C1)C1=NC=CC2=C1CN(C2=O)C2=CC=C(C=C2)CN2C(CCC2)=O)OCC(F)(F)F 4-[4-fluoro-2-(2,2,2-trifluoroethoxy)phenyl]-2-{4-[(2-oxopyrrolidin-1-yl)methyl]phenyl}-2,3-dihydro-1H-pyrrolo[3,4-c]pyridin-1-one